4-methyl-3-pentene-1,5-sultone CC1=CCCS(=O)(=O)OC1